2-phenylbenzo[d]oxazole C1(=CC=CC=C1)C=1OC2=C(N1)C=CC=C2